C(CCCCC)C1CCCC2CCCCC12 hexyl-decalin